N[C@H](C(=O)OC)CC=1C=NC=C(C1)C=O METHYL (2S)-2-AMINO-3-(5-FORMYL(3-PYRIDYL))PROPANOATE